(S)-4-((2-hydroxy-1-phenylethyl)amino)-6-((6,7,7-trimethyl-5-oxo-6,7-dihydro-5H-pyrrolo[3,4-d]pyrimidin-2-yl)amino)nicotinic acid OC[C@H](C1=CC=CC=C1)NC1=CC(=NC=C1C(=O)O)NC=1N=CC2=C(N1)C(N(C2=O)C)(C)C